1-(3,5-dimethoxyphenyl)ethanone COC=1C=C(C=C(C1)OC)C(C)=O